ClC1=CC=C(C=C1)C1=CC(=CC=C1)C(C(=O)N1CC2=C(CCC1)N=C(NC2=O)C2(CC2)C2=CC(=CC=C2)Cl)O 6-(2-(4'-chloro-[1,1'-biphenyl]-3-yl)-2-hydroxyacetyl)-2-(1-(3-chlorophenyl)cyclopropyl)-3,5,6,7,8,9-hexahydro-4H-pyrimido[5,4-c]azepin-4-one